chloro(dimethyl)[3-(pyren-1-yl)propyl]silane Cl[Si](CCCC1=CC=C2C=CC3=CC=CC4=CC=C1C2=C34)(C)C